2-chlorophenyl-2-(4-cyanophenylamino)-pyrimidin-4-ylketone-N-(4-fluorophenyl) semicarbazone FC1=CC=C(C=C1)N(N=C(C1=NC(=NC=C1C1=C(C=CC=C1)Cl)NC1=CC=C(C=C1)C#N)C1=NC(=NC=C1C1=C(C=CC=C1)Cl)NC1=CC=C(C=C1)C#N)C(=O)N